tert-butyl (6-cyclopropyl-5-methoxypyridazin-3-yl)carbamate C1(CC1)C1=C(C=C(N=N1)NC(OC(C)(C)C)=O)OC